4-[(4-aminophenyl)(2,4-dichlorophenyl)methyl]aniline NC1=CC=C(C=C1)C(C1=CC=C(N)C=C1)C1=C(C=C(C=C1)Cl)Cl